N[C@@H]1N(CCC1)NC(=O)OC(C)(C)C tert-butyl (R)-aminopyrrolidine-1-carbamate